2-(5-(4-chlorophenyl)thiophen-2-yl)-N-(4-fluorophenethyl)acetamide ClC1=CC=C(C=C1)C1=CC=C(S1)CC(=O)NCCC1=CC=C(C=C1)F